CC1=C(C(=CC(=C1)C)C)C=O (2,4,6-trimethylphenyl)methanone